C(#C)C=1C=NC=NC1 C5-ethynylpyrimidine